pentacalcium phosphate P(=O)([O-])([O-])[O-].[Ca+2].[Ca+2].[Ca+2].[Ca+2].[Ca+2]